CC1(NC(CC(C1)OCC(C)OC1OCCCC1)(C)C)C 2,2,6,6-tetramethyl-4-(2-((tetrahydro-2H-pyran-2-yl)Oxy)propoxy)piperidine